CC1=CC=CC(=N1)C1=NC=CC(=N1)NC1=NC(=NC=C1)NC=1C=CC(=NC1)C(=O)O[C@H]1CNCC1 [(3R)-pyrrolidin-3-yl] 5-[[4-[[2-(6-methyl-2-pyridyl)pyrimidin-4-yl]amino]pyrimidin-2-yl]amino]pyridine-2-carboxylate